3-BENZOYL-1H-PYRROLO[2,3-B]PYRIDINE C(C1=CC=CC=C1)(=O)C1=CNC2=NC=CC=C21